C(C1=CC=CC=C1)OC1=C(C(=C(\C=N/NC2=NC=C(N=C2)Br)C=C1F)I)F (Z)-2-(2-(4-(benzyloxy)-3,5-difluoro-2-iodobenzylidene)hydrazino)-5-bromopyrazine